C12(C=CC(CC1)C2)C(=O)O norbornene-carboxylic acid